OCCC(CO)(C=C)O hydroxyethyl-vinyl-monoethylene glycol